FC1=CC=C(C=C1)C1=CN(C2=CC(=CC=C12)C)C(C)C 3-(4-fluorophenyl)-1-isopropyl-6-methyl-1H-indole